N(=C=O)C1=C(C=CC=C1)OC1=CC=C(C=C1)N=C=O 4-[(2-isocyanatophenyl)oxy]phenylisocyanate